C1(CCC(=O)OCCO1)=O monoethylene succinate